2-(1-((2-(3,5-dichloro-phenyl)-6-((2-(4-methyl-piperazin-1-yl)pyrimidin-5-yl)oxy)pyridin-4-yl)methyl)piperidin-4-yl)ethanol ClC=1C=C(C=C(C1)Cl)C1=NC(=CC(=C1)CN1CCC(CC1)CCO)OC=1C=NC(=NC1)N1CCN(CC1)C